tert-Butyl 9-(5-iodo-3-methyl-4-oxo-7-((2-(trimethylsilyl)ethoxy) methyl)-4,7-dihydro-3H-pyrrolo[2,3-d]pyrimidin-2-yl)-3-oxa-7,9-diazabicyclo[3.3.1]nonane-7-carboxylate IC1=CN(C=2N=C(N(C(C21)=O)C)N2C1COCC2CN(C1)C(=O)OC(C)(C)C)COCC[Si](C)(C)C